2-cyano-6-(4-methylpiperazin-1-yl)pyridine C(#N)C1=NC(=CC=C1)N1CCN(CC1)C